C1OCC12CN(C2)C2=NC=CC(=N2)COC2=CC=C(C=C2)S(=O)(=O)C2=CC=C(OC1CC(C1)NC=1C=C3C(N(C(C3=CC1)=O)C1C(NC(CC1)=O)=O)=O)C=C2 5-(((1s,3s)-3-(4-((4-((2-(2-oxa-6-azaspiro[3.3]heptane-6-yl)pyrimidin-4-yl)methoxy)phenyl)sulfonyl)phenoxy)cyclobutyl)amino)-2-(2,6-dioxopiperidin-3-yl)isoindolin-1,3-dione